(R)-2-(1-(4-(5-(3-amino-6-fluoro-3H-spiro[benzofuran-2,4'-piperidine]-1'-yl)-6-(hydroxymethyl)pyrazin-2-ylsulfanyl)-3-chloropyridin-2-yl)azetidin-3-yl)propan-2-ol N[C@@H]1C2=C(OC13CCN(CC3)C=3N=CC(=NC3CO)SC3=C(C(=NC=C3)N3CC(C3)C(C)(C)O)Cl)C=C(C=C2)F